2-((4-(2-chloropyrimidin-4-yl)cyclohex-3-en-1-yl)methyl)-3-(((S)-oxetan-2-yl)methyl)-3H-imidazo[4,5-b]Pyridine-5-carboxylic acid ethyl ester C(C)OC(=O)C1=CC=C2C(=N1)N(C(=N2)CC2CC=C(CC2)C2=NC(=NC=C2)Cl)C[C@H]2OCC2